C1(CC1)CN1CC[C@]23CNC(CC[C@]2([C@H]1CC1=CC=C(C=C13)OC)O)=O (5aS,6R,11bS)-14-(cyclopropylmethyl)-5a-hydroxy-10-methoxy-1,2,5,5a,6,7-hexahydro-6,11b-(epiminoethano)naphtho[1,2-c]azepin-3(4H)-one